[N+](=O)([O-])C1=CC=C(C(=O)OC2C[C@H](O[C@H](C2)C)C)C=C1 (2R,4s,6S)-2,6-DIMETHYLOXAN-4-YL 4-NITROBENZOATE